COC=1C(=NN(C1SCC1=CC=C(C=C1)CN)C(=O)C=1N=CSC1)C1C(CN(CC1)C(=O)N1CCOCC1)C(F)(F)F {4-[({4-methoxy-3-[1-(morpholine-4-carbonyl)-3-(trifluoromethyl)piperidin-4-yl]-1-(1,3-thiazole-4-carbonyl)-1H-pyrazol-5-yl}sulfanyl)methyl]phenyl}methanamine